tert-butyl 4-hexanoylpiperazine-1-carboxylate C(CCCCC)(=O)N1CCN(CC1)C(=O)OC(C)(C)C